OC(=O)C(F)(F)F.C(C)OC1(CNC1)C(F)(F)F 3-ethoxy-3-(trifluoromethyl)azetidine TFA salt